tert-butyl (2S,4S)-2-ethynyl-4-methoxypyrrolidine-1-carboxylate C(#C)[C@H]1N(C[C@H](C1)OC)C(=O)OC(C)(C)C